O=C1N(CCC1)C1=NC=C(C=C1)Br 2-(2-oxo-1-pyrrolidinyl)-5-bromopyridine